C(=O)O.C(#C)C1=C2C=CC(=CC2=CC=C1F)O 5-ethynyl-6-fluoronaphthalene-2-ol formate salt